N-[7-benzyloxy-5-fluoro-6-(1,1,4-trioxo-1,2,5-thiadiazolidin-2-yl)-2-naphthyl]-2-[4-[1-(2,6-dibenzyloxy-3-pyridyl)-3-(2-methoxyethyl)-2-oxo-benzimidazol-5-yl]phenyl]acetamide C(C1=CC=CC=C1)OC1=C(C(=C2C=CC(=CC2=C1)NC(CC1=CC=C(C=C1)C1=CC2=C(N(C(N2CCOC)=O)C=2C(=NC(=CC2)OCC2=CC=CC=C2)OCC2=CC=CC=C2)C=C1)=O)F)N1S(NC(C1)=O)(=O)=O